N1N=NN=C1C1=CC=C(C=C1)NC(CCCN1C(S\C(\C1=O)=C/C1=CC=CC=C1)=O)=O (Z)-N-(4-(1H-tetrazol-5-yl)phenyl)-4-(5-benzylidene-2,4-dioxothiazolidin-3-yl)butanamide